C(C)(C)(C)C1=CC=CC(=N1)C(=O)NC1=CC2=CN(N=C2C=C1C(C)(C)O)C1CCC(CC1)CO 6-Tert-butyl-N-[2-[4-(hydroxymethyl)cyclohexyl]-6-(1-hydroxy-1-methyl-ethyl)indazol-5-yl]pyridine-2-carboxamide